4-(6-(3-methoxy-4-(4-methylpiperazine-1-carbonyl)phenyl)imidazo[1,2-a]pyridin-3-yl)benzonitrile COC=1C=C(C=CC1C(=O)N1CCN(CC1)C)C=1C=CC=2N(C1)C(=CN2)C2=CC=C(C#N)C=C2